5-(2-chlorophenyl)-3-(4-(4-methylpiperazin-1-yl)phenyl)-1H-pyrazolo[4,3-c]pyridazin-6(5H)-one ClC1=C(C=CC=C1)N1N=C2C(=CC1=O)NN=C2C2=CC=C(C=C2)N2CCN(CC2)C